1-(4-hydroxy-6-(2-hydroxyprop-2-yl)pyridin-2-yl)-2-(prop-2-enyl)-2,3-dihydro-1H-pyrazolo[3,4-d]pyrimidin-3-one OC1=CC(=NC(=C1)C(C)(C)O)N1N(C(C=2C1=NC=NC2)=O)CC=C